1-acetoxy-2-naphthoic acid zinc [Zn].C(C)(=O)OC1=C(C=CC2=CC=CC=C12)C(=O)O